4-(phenylazo)phenylmethanol C1(=CC=CC=C1)N=NC1=CC=C(C=C1)CO